N[Pt-4](O)(O)(N)Cl diaminodihydroxyplatinum (i) chloride